N1(N=NC2=C1C=CC=C2)CC(=O)NC2=CC(=C(C=C2)N2N=C(C=C2C2CC2)C(F)(F)F)F 2-(1H-benzo[d][1,2,3]triazol-1-yl)-N-{4-[5-cyclopropyl-3-(trifluoromethyl)-1H-pyrazol-1-yl]-3-fluorophenyl}acetamide